(S)-8-(difluoromethoxy)-8'-fluoro-6-(trifluoromethyl)-3H-spiro[imidazo[1,2-a]pyridine-2,4'-isochroman] FC(OC=1C=2N(C=C(C1)C(F)(F)F)C[C@@]1(COCC3=C(C=CC=C13)F)N2)F